7-[5-(2,2-Difluoropropyl)-6-oxo-4-{4-[4-(trifluoromethanesulfonyl)phenoxy]phenyl}-1,4,5,6-tetrahydropyrrolo[3,4-c]pyrazol-3-yl]-1,3-benzoxazol-2(3H)-one FC(CN1C(C=2NN=C(C2C1C1=CC=C(C=C1)OC1=CC=C(C=C1)S(=O)(=O)C(F)(F)F)C1=CC=CC=2NC(OC21)=O)=O)(C)F